NC1=CC=C(C(=O)O)C=C1N 4,5-diaminobenzoic acid